C(C1=CC=CC=C1)OCC=1C(=NC=CC1C(CC)O)OC 1-(3-((Benzyloxy)methyl)-2-methoxypyridin-4-yl)propan-1-ol